2-[[(9S)-7-[4-(9-azadispiro[3.1.56.14]dodecan-2-yloxy)phenyl]-4,5,13-trimethyl-3-thia-1,8,11,12-tetrazatricyclo[8.3.0.02,6]trideca-2(6),4,7,10,12-pentaen-9-yl]methyl]oxazole C1C(CC12CC1(CCNCC1)C2)OC2=CC=C(C=C2)C=2C=1C(=C(SC1N1C(=NN=C1[C@@H](N2)CC=2OC=CN2)C)C)C